benzyl 4-(7-(chlorosulfonyl)-3-(2,6-dioxopiperidin-3-yl)-2-oxo-2,3-dihydrobenzo[d]oxazol-6-yl)piperidine-1-carboxylate ClS(=O)(=O)C1=C(C=CC=2N(C(OC21)=O)C2C(NC(CC2)=O)=O)C2CCN(CC2)C(=O)OCC2=CC=CC=C2